NC1=CC=C(C(=N1)C)CNC([C@H](C)NC(=O)[C@@H]1NC[C@H](C1)CC=1SC(=C(C1)Br)Br)=O (2R,4R)-N-((S)-1-(((6-amino-2-methylpyridin-3-yl)methyl)amino)-1-oxopropan-2-yl)-4-((4,5-dibromothien-2-yl)methyl)pyrrolidine-2-carboxamide